OC=1C=C(C=CC1OC)C(CN1C(=CC(C=C1C)=O)C)=O 1-(2-(3-hydroxy-4-methoxyphenyl)-2-oxoethyl)-2,6-dimethylpyridin-4(1H)-one